4-(4-fluorophenyl)-2-(((1-methyl-1H-pyrazol-5-yl)methyl)amino)-5,7-dihydro-6H-pyrrolo[3,4-b]pyridine-6-carbonitrile FC1=CC=C(C=C1)C1=C2C(=NC(=C1)NCC1=CC=NN1C)CN(C2)C#N